(4-chlorobenzofuran-7-yl)methan-d2-ol ClC1=CC=C(C2=C1C=CO2)C(O)([2H])[2H]